tert-Butyl (5-benzamido-6-methylpyridin-2-yl)carbamate C(C1=CC=CC=C1)(=O)NC=1C=CC(=NC1C)NC(OC(C)(C)C)=O